C(C)(C)(C)OC(N(C)C1CCN(CC1)C1=NC(=C2N=CN(C2=N1)C(C)C)NCC1=C(C=CC=C1)N1N=CC=C1)=O [1-[9-isopropyl-6-[(2-pyrazol-1-ylphenyl)methylamino]purin-2-yl]-4-piperidinyl]-N-methyl-carbamic acid tert-butyl ester